methyl (2S,3S)-1-benzyl-3-phenylazetidine-2-carboxylate C(C1=CC=CC=C1)N1[C@@H]([C@H](C1)C1=CC=CC=C1)C(=O)OC